ClC1=C(C(=NO)Cl)C(=CC=C1)F 2-chloro-6-fluoro-N-hydroxybenzimidoyl chloride